C(C)(C)(C)N1N=NC(=C1)C(=O)NC1C2=C(CN(CC1)C1COCC1)C=C(C=C2)C2=NC(=NC=C2)NC=2C=NN(C2)C 1-(tert-butyl)-N-(8-(2-((1-methyl-1H-pyrazol-4-yl)amino)pyrimidin-4-yl)-2-(tetrahydrofuran-3-yl)-2,3,4,5-tetrahydro-1H-benzo[c]azepin-5-yl)-1H-1,2,3-triazole-4-carboxamide